octane-6-one trifluoroacetate FC(C(=O)O)(F)F.CCCCCC(CC)=O